(R)-2-amino-3-(6,7-dimethylthieno[3,2-b]pyridine-2-carboxamido)propionic acid N[C@@H](C(=O)O)CNC(=O)C1=CC2=NC=C(C(=C2S1)C)C